N1(CCC2=CC=CC=C12)C(=O)C=1C=C2CN(C(C2=CC1)=O)C1C(NC(CC1)=O)=O 3-(5-(indoline-1-carbonyl)-1-oxoisoindolin-2-yl)piperidine-2,6-dione